ClC1=NC(=NC(=C1[N+](=O)[O-])Cl)SCCC 4,6-dichloro-2-(propylsulfanyl)-5-nitropyrimidine